6-chloro-3-imidazo[1,2-a]pyridin-6-yl-5-methyl-1-(4-methylphenyl)sulfonylpyrrolo[2,3-b]pyridine ClC1=C(C=C2C(=N1)N(C=C2C=2C=CC=1N(C2)C=CN1)S(=O)(=O)C1=CC=C(C=C1)C)C